(3S,6S,9R,10aR)-6-{[(tert-butoxy)carbonyl]amino}-9-hydroxy-5-oxodecahydropyrrolo[1,2-a]azocine-3-carboxylic acid C(C)(C)(C)OC(=O)N[C@H]1CC[C@H](C[C@@H]2N(C1=O)[C@@H](CC2)C(=O)O)O